ClC=1N=C(NC1Cl)CO 4,5-dichloroimidazolemethanol